6-((trifluoromethyl)sulfonyl)benzonitrile FC(S(=O)(=O)C1=CC=CC=C1C#N)(F)F